C\C(=C/C=O)\CCC=C(C)C (E)-3,7-dimethylocta-2,6-dienal